(3R,5R)-5-(2-aminopyrimidin-5-yl)oxolan-3-yl N-(1-methylcyclopropyl)carbamate CC1(CC1)NC(O[C@H]1CO[C@H](C1)C=1C=NC(=NC1)N)=O